ClC=1C=CC=2C3=CC=C(C=C3C3=CC=CC1C23)Cl 3,8-dichloro-fluoranthene